4-amino-5-(6-(4-methylpiperazin-1-yl)-1H-benzo[d]imidazol-2-yl)thieno[2,3-b]pyridin-6(7H)-one tartrate C(=O)(O)C(O)C(O)C(=O)O.NC=1C2=C(NC(C1C1=NC3=C(N1)C=C(C=C3)N3CCN(CC3)C)=O)SC=C2